[S-2].[Ce+3].[S-2].[S-2].[Ce+3] Cerium(III) sulfide